3-(1-((2-(trimethylsilyl)ethoxy)methyl)-1,4,5,6-tetrahydropyrrolo[3,4-d]imidazol-2-yl)-1H-pyrazolo[3,4-b]pyridine C[Si](CCOCN1C(=NC2=C1CNC2)C2=NNC1=NC=CC=C12)(C)C